methyl (2xi)-2-deoxy-2-({[1-({3,4-difluoro-2-[(2-fluoro-4-iodophenyl)amino]phenyl}carbonyl)-3-hydroxyazetidin-3-yl]methyl}amino)-beta-D-arabino-hexopyranoside FC=1C(=C(C=CC1F)C(=O)N1CC(C1)(O)CNC1[C@H](OC)O[C@@H]([C@H]([C@@H]1O)O)CO)NC1=C(C=C(C=C1)I)F